NC1=CC(=C(C(=O)OC(C)(C)C)C=C1)F tert-butyl 4-amino-2-fluorobenzoate